methyl (E)-methoxyimino[α-(o-tolyloxy)-o-tolyl]acetate CO\N=C(\C(=O)OC)/C1=C(C=CC=C1)COC1=C(C=CC=C1)C